(S)-3-(3,5-dimethoxyphenyl)cyclohexan-1-one COC=1C=C(C=C(C1)OC)[C@@H]1CC(CCC1)=O